(R)-2-methoxy-2-trifluoromethylphenylacetyl chloride COC1([C@@H](C=CC=C1)CC(=O)Cl)C(F)(F)F